1,3,3,5,7-pentamethyl-5-(5-methylthiophene-3-yl)octahydrobenzo[c]isoxazole CN1OC(C2C1C(CC(C2)(C2=CSC(=C2)C)C)C)(C)C